4-(phenylthio)phenyl-bis(4-fluorophenyl)sulfonium C1(=CC=CC=C1)SC1=CC=C(C=C1)[S+](C1=CC=C(C=C1)F)C1=CC=C(C=C1)F